(4-(bromomethyl)-3-fluorophenyl)(methyl)sulfane BrCC1=C(C=C(C=C1)SC)F